N-(4-(4-(trifluoromethyl)phenyl)oxazol-2-yl)butanamide FC(C1=CC=C(C=C1)C=1N=C(OC1)NC(CCC)=O)(F)F